(E)-7-(3-(2-hydroxybenzylidene)-2,5-dioxopyrrolidinyl)-N-hydroxyheptylamide OC1=C(\C=C/2\C(N(C(C2)=O)C(CCCCCC[NH-])O)=O)C=CC=C1